1-bromo-3-((trifluoromethyl)sulfinyl)benzene BrC1=CC(=CC=C1)S(=O)C(F)(F)F